C(N)(O[C@@]1(C(CC2=CC(=C(C=C12)F)C1=CC(=CC(=C1)OCC(F)(F)F)F)(C)C)[C@@H]1CN2CCC1CC2)=O (S)-quinuclidin-3-yl((R)-6-fluoro-5-(3-fluoro-5-(2,2,2-trifluoroethoxy)phenyl)-2,2-dimethyl-2,3-dihydro-1H-inden-1-yl) carbamate